1,2-bis(1-ethoxyethoxy)propane C(C)OC(C)OCC(C)OC(C)OCC